5-methyl-2-[3-(triethoxysilyl)propyl]-2H-tetrazole CC=1N=NN(N1)CCC[Si](OCC)(OCC)OCC